3-((tert-butyldimethylsilyl)oxy)-2-(4-fluorothiophen-2-yl)propan-1-ol [Si](C)(C)(C(C)(C)C)OCC(CO)C=1SC=C(C1)F